1-(4-((4-(3-(1H-imidazol-2-yl)phenyl)-5-fluoropyrimidin-2-yl)amino)piperidin-1-yl)ethan-1-one N1C(=NC=C1)C=1C=C(C=CC1)C1=NC(=NC=C1F)NC1CCN(CC1)C(C)=O